C(C1=CC=CC=C1)OC1=C(C(=O)N2CC3=CC=C(C=C3C2)CN2CCN(CC2)CCOCCOCCOCCOCCNC2=C3C(N(C(C3=CC=C2)=O)C2C(NC(CC2)=O)=O)=O)C(=CC(=C1C)O)O 4-((14-(4-((2-(2-(Benzyloxy)-4,6-dihydroxy-3-methylbenzoyl)isoindolin-5-yl)methyl)piperazin-1-yl)-3,6,9,12-tetraoxatetradecyl)amino)-2-(2,6-dioxopiperidin-3-yl)isoindoline-1,3-dione